ON1C(NC(C2=C1C=CS2)=O)=O N-hydroxythienopyrimidinedione